C1(CCCCC1)CCNC(=O)C=1C(=NC(=CC1C)N1CCOCC1)SCC N-(2-Cyclohexyl-ethyl)-2-ethylsulfanyl-4-methyl-6-morpholin-4-yl-pyridine-3-carboxylic acid amide